C1(=CC=CC=C1)N1N=CC=N1 2-phenyl-triazol